S1C(=NC2=C1C=CC=C2)C(CC2=CC(=CC=C2)C(N)=N)NS(=O)(=O)C=2C=C(C=CC2)NC(COC)=O N-[3-[[1-(1,3-benzothiazol-2-yl)-2-(3-carbamimidoylphenyl)ethyl]sulfamoyl]phenyl]-2-methoxy-acetamide